C(CCCCCCCC)(=O)[O-].[Mn+2].C(CCCCCCCC)(=O)[O-] manganese pelargonate